N1=CC=C2N1C=C(C=C2)C2(CCC2)C#N 1-pyrazolo[1,5-a]pyridin-6-ylcyclobutanecarbonitrile